3-((1-aminocyclopropyl)methoxy)-5-chlorothiophene-2-carboxamide NC1(CC1)COC1=C(SC(=C1)Cl)C(=O)N